ClC1=NC=C(C(=N1)C1=CNC2=CC(=CC=C12)F)Cl 3-(2,5-dichloropyrimidin-4-yl)-6-fluoro-1H-indole